6-(1-(4-(5-(difluoromethyl)-1,3,4-oxadiazol-2-yl)-2,6-difluorobenzyl)-1H-1,2,3-triazol-4-yl)-N,N-dimethylquinolin-2-amine FC(C1=NN=C(O1)C1=CC(=C(CN2N=NC(=C2)C=2C=C3C=CC(=NC3=CC2)N(C)C)C(=C1)F)F)F